7,9-Dibromo-1,8-dimethyl-5-(2-methylpyridin-3-yl)imidazo[1,2-a]Quinoxaline-4(5H)-on BrC=1C=C2N(C(C=3N(C2=C(C1C)Br)C(=CN3)C)=O)C=3C(=NC=CC3)C